CC=1C(=CC=2N(C1)N=CC2)NC([O-])=O N-{6-methylpyrazolo[1,5-a]pyridin-5-yl}carbamate